C1(=CC=CC=C1)C(=O)C1=CC=C(C=C1)C=C {1-[4-(phenylcarbonyl)phenyl]}Ethylene